BrC1=C(N)C(=C(C=C1F)F)C 2-bromo-3,5-difluoro-6-methylaniline